2'-chloro-5'-methoxy-[1,1'-biphenyl]-2,6-diol ClC1=C(C=C(C=C1)OC)C=1C(=CC=CC1O)O